(S)-2-((tert-Butoxycarbonyl)amino)-3-(3-(4-(((R)-1-phenylpropan-2-yl)oxy)phenyl)-1,2,4-oxadiazol-5-yl)propanoic acid benzyl ester C(C1=CC=CC=C1)OC([C@H](CC1=NC(=NO1)C1=CC=C(C=C1)O[C@@H](CC1=CC=CC=C1)C)NC(=O)OC(C)(C)C)=O